((3-(2-Phenylacetamido)-5-(trifluoromethyl)-phenyl)carbamoyl)(3-(pyridin-2-ylmethyl)-1,2,3-oxadiazol-3-ium-5-yl)amide C1(=CC=CC=C1)CC(=O)NC=1C=C(C=C(C1)C(F)(F)F)NC(=O)[N-]C1=C[N+](=NO1)CC1=NC=CC=C1